2-(3,4-Dimethoxyphenyl)-9-methyl-7-[1-(propan-2-yl)-1,2,3,6-tetrahydropyridin-4-yl]-4H-pyrido[1,2-a]pyrimidin-4-one COC=1C=C(C=CC1OC)C=1N=C2N(C(C1)=O)C=C(C=C2C)C=2CCN(CC2)C(C)C